N1(CCNCC1)[C@H]1CN(CC1)CC1CCC(CC1)NC(OC(C)(C)C)=O tert-butyl N-[4-[[(3R)-3-piperazin-1-ylpyrrolidin-1-yl]methyl]cyclohexyl]carbamate